fluoropyrimidine C1=CN=C(N=C1)F